BrC1=CC=C(C=N1)C(C(=O)O)=O 2-(6-bromopyridin-3-yl)-2-oxoacetic acid